2-isopropyl-2-propylmalonate C(C)(C)C(C(=O)[O-])(C(=O)[O-])CCC